FC1=C(C(=CC=C1)F)C1=NC=2N(C(=N1)NC1=CC(=C(C=C1)C1CCN(CC1)C)OCC)N=CC2 2-(2,6-difluorophenyl)-N-(3-ethoxy-4-(1-methylpiperidin-4-yl)phenyl)pyrazolo[1,5-a][1,3,5]triazin-4-amine